(R)-t-butylsulfonamide C(C)(C)(C)S(=O)(=O)N